NC=1C2=C(N=CN1)N(C(=C2C2=CC[C@H](CC2)C(=O)NCC2(COC2)F)C2=CC=C(C=C2)NC(C(=C)C)=O)C (1S)-4-{4-amino-7-methyl-6-[4-(2-methylprop-2-enamido)phenyl]-7H-pyrrolo[2,3-d]pyrimidin-5-yl}-N-[(3-fluorooxetan-3-yl)methyl]cyclohex-3-ene-1-carboxamide